Cl.Cl.Cl.NC(CCN(C(OC=1C=CC2=C3C=CC=4C=CCC4C3=CC=C2C1)=O)CCCCNCCC(C)(C)N)(C)C cyclopenta[a]phenanthren-3-yl (3-amino-3-methylbutyl)(4-((3-amino-3-methylbutyl)amino)butyl)carbamate trihydrochloride